S1CC=CC=C1.[Al] aluminium (ThiAIN)